OC1=CC(OC(=C1)C=CC1=CC=CC=C1)=O 4-hydroxy-6-styryl-2-pyrone